C(C)NC1=C(C=CC=C1)O (ethylamino)phenol